6-[[4-(2-Methoxy-3-pyrimidin-2-yl-anilino)-5-(methylcarbamoyl)-2-pyridyl]amino]pyridine-3-carboxylic acid COC1=C(NC2=CC(=NC=C2C(NC)=O)NC2=CC=C(C=N2)C(=O)O)C=CC=C1C1=NC=CC=N1